SCCC#N 3-sulfanyl-propionitrile